3-(2-chloro-3-(9-(5-chloro-2-methoxybenzyl)-6-(1-methylcyclopropoxy)-9H-purin-8-yl)phenyl)propanoic acid ClC1=C(C=CC=C1C=1N(C2=NC=NC(=C2N1)OC1(CC1)C)CC1=C(C=CC(=C1)Cl)OC)CCC(=O)O